2-(perfluorophenyl)-5,6-dihydro-8H-[1,2,4]triazolo[3,4-c][1,4]oxazin-2-ium tetrafluoroborate F[B-](F)(F)F.FC1=C(C(=C(C(=C1F)F)F)F)[N+]=1N=C2COCCN2C1